ISOBUTYRAMIDE C(C(C)C)(=O)N